(Racemic)-2'-chloro-5'-methoxy-N-(5-(3-methoxycyclopentane-1-carbonyl)-5,6-dihydro-4H-pyrrolo[3,4-d]thiazol-2-yl)-6-methyl-[4,4'-bipyridine]-3-carboxamide ClC1=NC=C(C(=C1)C1=C(C=NC(=C1)C)C(=O)NC=1SC2=C(N1)CN(C2)C(=O)C2CC(CC2)OC)OC